CC1(OB(OC1(C)C)C1=CN(C2=NC=CN=C21)S(=O)(=O)C2=CC=C(C)C=C2)C 7-(4,4,5,5-Tetramethyl-1,3,2-dioxaborolan-2-yl)-5-tosyl-5H-pyrrolo[2,3-b]pyrazine